tert-butyl 3-(4-(3,4-difluoro-2-(trifluoro-methyl) phenyl) piperidine-1-carbonyl)-4,5-dihydro-1H-pyrazolo[3,4-c]pyridine-6(7H)-carboxylate FC=1C(=C(C=CC1F)C1CCN(CC1)C(=O)C1=NNC=2CN(CCC21)C(=O)OC(C)(C)C)C(F)(F)F